ClC1=C(C=C(C=C1)C#N)C=1C=C2C(=NN(C2=CC1)C(C1=CC=CC=C1)(C1=CC=CC=C1)C1=CC=CC=C1)NC(=O)[C@H]1CN(CCC1)C(=O)OC(C)OC(C(CCC)(C)C)=O 1-[(2,2-dimethylpentanoyl)oxy]ethyl (3R)-3-{[5-(2-chloro-5-cyanophenyl)-1-trityl-1H-indazol-3-yl]carbamoyl}-piperidine-1-carboxylate